OC=1C=C(C=CC1O)/C=C/C(=O)C1=C(C=C(C=C1)OCCN1CCCC1)O (E)-3-(3,4-dihydroxyphenyl)-1-(2-hydroxy-4-(2-(pyrrolidin-1-yl)ethoxy)phenyl)prop-2-en-1-one